[Ag].OC(=O)C=1C(O)=CC=C(S(=O)(=O)O)C1 SULFOSALICYLIC ACID SILVER